8-hydroxystearate OC(CCCCCCC(=O)[O-])CCCCCCCCCC